(2R)-2-(2-(3-(2-(2-(2-(2-aminoethoxy)ethoxy)ethoxy)-ethoxy)phenyl)-2-phenylacetamido)-N-(4-hydroxybenzyl)-5-((Z)-2-((2-propionamidoethyl)-carbamoyl)guanidino)pentanamide NCCOCCOCCOCCOC=1C=C(C=CC1)C(C(=O)N[C@@H](C(=O)NCC1=CC=C(C=C1)O)CCCN\C(=N/C(NCCNC(CC)=O)=O)\N)C1=CC=CC=C1